C(CCC)C1=NC(=C(C(N1C1=C(C=CC=C1OC)OC)=O)CC1=CC=C(C=C1)N1C(C=C(C=C1)C)=O)O 2-butyl-3-(2,6-dimethoxyphenyl)-6-hydroxy-5-{[4-(4-methyl-2-oxo-1,2-dihydropyridin-1-yl)phenyl]methyl}-3,4-dihydropyrimidin-4-one